O=C1CC(N=CN1)=O Dioxopyrimidin